(4-(pyridin-4-yl)phenyl)spiro[indoline-2,3'-pyrrolidin]-2'-one N1=CC=C(C=C1)C1=CC=C(C=C1)N1C(C2(CC1)NC1=CC=CC=C1C2)=O